3-(2,4-dimethyl-6-(phosphonooxy)phenyl)-3-methylbutanoic dithioperoxyanhydride CC1=C(C(=CC(=C1)C)OP(=O)(O)O)C(CC(=O)SSC(CC(C)(C1=C(C=C(C=C1OP(=O)(O)O)C)C)C)=O)(C)C